Propyl-amino-2-methylpropan C(CC)C(C(C)C)N